tert-butyl 3-(3,4-difluorophenoxy)azetidine-1-carboxylate tert-Butyl-3-hydroxyazetidine-1-carboxylate C(C)(C)(C)OC(=O)N1CC(C1)O.FC=1C=C(OC2CN(C2)C(=O)OC(C)(C)C)C=CC1F